C(#N)C1=C(C=C(OC2C(C(C2(C)C)NC(C2=CC=C(C=C2)N2CC(C2)=O)=O)(C)C)C=C1)OC N-[3-(4-cyano-3-methoxy-phenoxy)-2,2,4,4-tetramethyl-cyclobutyl]-4-(3-oxoazetidin-1-yl)benzamide